ClC1=NC=CC(=C1)CN(C)C 1-(2-chloropyridin-4-yl)-N,N-dimethylmethanamine